ClC1=CC=C(C=C1)C1CCNC1 4-(4-chlorophenyl)pyrrolidin